Tert-butyl (3R,4S)-3-fluoro-4-((4-(5-(2-hydroxy-2-methylpropyl)thiazol-2-yl)-5-(trifluoromethyl)pyrimidin-2-yl)amino)piperidine-1-carboxylate F[C@@H]1CN(CC[C@@H]1NC1=NC=C(C(=N1)C=1SC(=CN1)CC(C)(C)O)C(F)(F)F)C(=O)OC(C)(C)C